4-(1H-phenanthro[9,10-d]imidazol-2-yl)phenol N1C(=NC2=C1C1=CC=CC=C1C=1C=CC=CC12)C1=CC=C(C=C1)O